CC1=NN(C(=N1)C)C1=NC(=NC=C1F)N1CCC(CC1)C(=O)Cl 1-(4-(3,5-dimethyl-1H-1,2,4-triazol-1-yl)-5-fluoropyrimidin-2-yl)piperidine-4-carbonyl chloride